C(C)N(C(CCS(=O)(=O)C)=O)C1=C(N=C(S1)C=1C=NC=CC1)C N-ethyl-N-[4-methyl-2-(3-pyridinyl)thiazol-5-yl]-3-methylsulfonyl-propionamide